[Si](C)(C)(C(C)(C)C)OCCCCCC=CC1CN(CC(C1)C=CCCCCCO[Si](C)(C)C(C)(C)C)C(=O)OC(C)(C)C tert-butyl 3,5-bis(7-((tert-butyldimethylsilyl)oxy)hept-1-en-1-yl)piperidine-1-carboxylate